BrC=1C(=NC(=NC1)NC1=C(C=C(C(=C1)C)N1CCC(CC1)N1CCN(CC1)C)OC)NC=1C(=CC2=C(CCO2)C1)C(C)(C)O 2-(5-((5-Bromo-2-((2-methoxy-5-methyl-4-(4-(4-methylpiperazin-1-yl)piperidin-1-yl)Phenyl)amino)pyrimidin-4-yl)amino)-2,3-dihydrobenzofuran-6-yl)propan-2-ol